C(#N)C(=C1C=CC2=CC=CC=C12)C#N 3-(dicyanomethylene)indene